C1(=CC=CC=C1)CN1C(=NC2=CC=CC=C2C1=O)\C=C\C=1C=NC=CC1 3-(phenylmethyl)-2-[(1E)-2-(3-pyridinyl)vinyl]-4(3H)-quinazolinone